C(C)(C)(C)[Si](O[C@H](C)C1=NN=C(O1)[C@@H]1C[C@H](C1)NC(=O)C1=CC(=NO1)C1=CC=CC=C1)(C)C N-(trans-3-[5-[(1R)-1-[(tertbutyldimethylsilyl)oxy]ethyl]-1,3,4-oxadiazol-2-yl]cyclobutyl)-3-phenylisoxazole-5-carboxamide